FC1=C(C=C(C=C1C)C1=NN2C(C(N(CC2)C(=O)OC(C)(C)C)C)=C1)C tert-butyl 2-(4-fluoro-3,5-dimethylphenyl)-4-methyl-6,7-dihydropyrazolo[1,5-a]pyrazine-5(4H)-carboxylate